FC1=CC=C(C=C1)C1CC2=C(NN=C2C(=O)OCC)CO1 ethyl 5-(4-fluorophenyl)-1,4,5,7-tetrahydropyrano[3,4-c]pyrazole-3-carboxylate